C(C1=CC=CC=C1)N(C(=O)C1=NC(=NC(=C1)NC(C)(CC(C)(C)C)C)N[C@@H]1[C@H](CCCC1)O)C N-benzyl-2-(((1S,2S)-2-hydroxycyclohexyl)amino)-N-methyl-6-((2,4,4-trimethyl-pentan-2-yl)amino)pyrimidine-4-carboxamide